COC1=NC=C(C=N1)N1C[C@H](CCC1)N(CC1=CC(=NC=C1)C)CC1=CN(C2=CC=CC=C2C1=O)C 3-({[(3s)-1-(2-methoxypyrimidin-5-yl)piperidin-3-yl][(2-methylpyridin-4-yl)methyl]amino}methyl)-1-methyl-1,4-dihydroquinolin-4-one